COC1=C(CNCCC2=C(C=C(C(=C2)OC)C)OC)C=CC=C1 N-(2-methoxybenzyl)-1-(2,5-dimethoxy-4-methylphenyl)-2-aminoethane